FC=1C=C(C(=O)N)C=C(C1)C1=COC=2C1=NC=C(C2)C2=CC=C(C=C2)N2CCN(CC2)C 3-fluoro-5-{6-[4-(4-methylpiperazin-1-yl)phenyl]furo[3,2-b]pyridin-3-yl}benzamide